1-ethyl-3-methylimidazolium bis(pentafluoroethanesulfonyl)imide salt [N-](S(=O)(=O)C(F)(F)C(F)(F)F)S(=O)(=O)C(F)(F)C(F)(F)F.C(C)N1C=[N+](C=C1)C